CC1C2CCN(CC12)C(=O)NC1=CC(=C(C=C1)C)C1=NC=CC=C1 trans-7-methyl-N-(4-methyl-3-(pyridin-2-yl)phenyl)-3-azabicyclo[4.1.0]heptane-3-carboxamide